Isooctyl phosphate potassium salt [K+].P(=O)(OCCCCCC(C)C)([O-])[O-].[K+]